CC1=C(C=C(C=C1)C=1C(=NC=CC1C(F)(F)F)C(=O)N)C1=CC2=C(N=C(N=C2)NC2=CN=CS2)N2C1=NCC2 (4-methyl-3-(2-(thiazol-5-ylamino)-8,9-dihydroimidazo[1',2':1,6]pyrido[2,3-d]pyrimidin-6-yl)phenyl)-4-(trifluoromethyl)picolinamide